t-butyl-para-hydroxyanisole C(C)(C)(C)C1=C(C=CC(=C1)O)OC